ClC=1C=2N(C=C(C1)S(=O)(=O)NC1(COC1)C)C(=NC2)C=2SC(=NN2)C(F)(F)F 8-Chloro-3-(5-(trifluoromethyl)-1,3,4-thiadiazol-2-yl)-N-(3-methyloxetane-3-yl)imidazo[1,5-a]pyridine-6-sulfonamide